N-((S)-2,6-dioxopiperidin-3-yl)pyridineamide O=C1NC(CC[C@@H]1NC(=O)C1=NC=CC=C1)=O